S(=O)(=O)([O-])[O-].NC(=S)N.NC(=S)N.NC(=S)N.[Zn+2] zinc trithiourea sulfate